N(=O)O[Na] nitrosooxysodium